C(C)(C)(C)OC(=O)N1C(CNCC1)C1=CC=C2C=C(COC2=C1F)[N+](=O)[O-] (8-fluoro-3-nitro-2H-chromen-7-yl)piperazine-1-carboxylic acid tert-butyl ester